BrC1=C(OCCO)C(=CC(=C1)C(C)(C)C1=CC(=C(C(=C1)Br)OCCO)Br)Br 2-[2,6-dibromo-4-[1-[3,5-dibromo-4-(2-hydroxyethoxy)phenyl]-1-methylethyl]phenoxy]ethanol